N,N-diethyl-6-(naphthalen-1-yl)-5-(pyridin-4-yl)pyridazin-3-amine C(C)N(C=1N=NC(=C(C1)C1=CC=NC=C1)C1=CC=CC2=CC=CC=C12)CC